monooxazolidone O1[C-]=NC(C1)=O